CS(=O)(=O)C=1C=CC=NC1 5-(methylsulfonyl)pyridine